4-((2S)-2-methyl-4-(2-propenoyl)-1-piperazinyl)pyrido[2,3-d]pyrimidin-2(1H)-one C[C@@H]1N(CCN(C1)C(C=C)=O)C=1C2=C(NC(N1)=O)N=CC=C2